C(C)(C)(C)OC(CCNC1=CC=C(C=C1)C1CCN(CC1)C(=O)OC(C)(C)C)=O tert-butyl 4-(4-((3-(tert-butoxy)-3-oxopropyl)amino)phenyl)piperidine-1-carboxylate